FC1(CNCCC1CCCNC(=O)C=1C=C(C2=C(C(CO2)C2=CC=CC=C2)C1)C(=O)NC)F N5-(3-(3,3-difluoropiperidin-4-yl)propyl)-N7-methyl-3-phenyl-2,3-dihydrobenzofuran-5,7-dicarboxamide